COC=1C=C(C=CC1OC1=NC=CC(=N1)C)N1C2=NC=NC=C2N=C1C1=CC=C(C=C1)NC(C=C)=O N-(4-(9-(3-methoxy-4-((4-methylpyrimidin-2-yl)oxy)phenyl)-9H-purin-8-yl)phenyl)acrylamide